N-((1S,2R)-2-(2,3-dihydro-1H-inden-4-yl)-1-(5-oxo-4,5-dihydro-1,3,4-oxadiazol-2-yl)propyl)naphthalene-1-sulfonamide C1CCC2=C(C=CC=C12)[C@H]([C@@H](C=1OC(NN1)=O)NS(=O)(=O)C1=CC=CC2=CC=CC=C12)C